C(C)(C)(C)OC(=O)N1CC2=C(N(C=3C=CC=CC23)C2=NC=CC=C2)CC1 5-(pyridin-2-yl)-1,3,4,5-tetrahydro-2H-pyrido[4,3-b]indole-2-carboxylic acid tert-butyl ester